(2-methoxyethyl)cyclohexane-1,4-diamine COCCC1(CCC(CC1)N)N